hypobromous acid BrO